N-((1s,8S)-8-Ethyl-4-Fluoro-8-Hydroxy-3-Methyl-9,12-Dioxo-1,2,8,9,12,14-Hexahydro-11H-Cyclopenta[De]Pyrano[3',4':6,7]Indolizino[1,2-b]Quinolin-1-Yl)Acetamide C(C)[C@]1(C(OCC=2C(N3CC=4C(=NC=5C=C(C(=C6C5C4[C@H](C6)NC(C)=O)C)F)C3=CC21)=O)=O)O